tert-Butyl 3-((2-(N,N-bis(4-methoxybenzyl)sulfamoyl)-4-iodo-3-(1-(4-methoxybenzyl)-1H-tetrazol-5-yl)phenyl)thio)azetidine-1-carboxylate COC1=CC=C(CN(S(=O)(=O)C2=C(C=CC(=C2C2=NN=NN2CC2=CC=C(C=C2)OC)I)SC2CN(C2)C(=O)OC(C)(C)C)CC2=CC=C(C=C2)OC)C=C1